4'-Azido-2'-deoxycytidine N(=[N+]=[N-])[C@]1([C@H](C[C@@H](O1)N1C(=O)N=C(N)C=C1)O)CO